4-(4-{[4-(3-Hydroxyprop-1-yn-1-yl)-2-(trifluoromethyl)phenoxy]methyl}-3-methoxyphenyl)-2H,4H,5H,6H,7H-pyrazolo[3,4-b]pyridin-6-on OCC#CC1=CC(=C(OCC2=C(C=C(C=C2)C2C=3C(NC(C2)=O)=NNC3)OC)C=C1)C(F)(F)F